ClC=1C=CC(=C(C1)N1CCN(CCC1)C(=O)OC(C)(C)C)C=O tert-butyl 4-(5-chloro-2-formylphenyl)-1,4-diazepane-1-carboxylate